ClC1=CC=C(C2=C1NC(=N2)C(=O)N2[C@H](C=1C(=CC=NC1CC2)C2COC2)C)F (S)-(7-Chloro-4-fluoro-1H-benzo[d]imidazol-2-yl)(5-methyl-4-(oxetan-3-yl)-7,8-dihydro-1,6-naphthyridin-6(5H)-yl)methanone